6-fluoro-4-hydroxyl-2-naphthalenecarboxylic acid FC=1C=C2C(=CC(=CC2=CC1)C(=O)O)O